Racemic-(2R)-1-(5-((3-fluorophenyl)ethynyl)-2,3-dihydro-1H-inden-1-yl)-piperidine-2-carboxylic acid methyl ester COC(=O)[C@@H]1N(CCCC1)C1CCC2=CC(=CC=C12)C#CC1=CC(=CC=C1)F |r|